C(C)(=O)O[C@@H]1COC=C[C@@H]1OC(C)=O (3R,4S)-3,4-dihydro-2H-pyran-3,4-diyl diacetate